C1(=CC=CC=C1)OCC(C(O)(CC)CC)(O)CC 3-phenyltriethyl-glycerol